ClC1=C(C(=CC=C1)Cl)\C=N\NC(C)=O N-[(E)-(2,6-dichlorophenyl)methyleneamino]acetamide